N-methyl-(oxetan-3-yl)propanamide CNC(C(C)C1COC1)=O